C1(=CC=CC=C1)N1N=CC=C1N 1-phenyl-1H-pyrazol-5-amine